CC1OCCC=C1 2-methyl-5,6-dihydro-2H-pyrane